N-(4,4-dimethylcyclohexyl)-5-methyl-1H-pyrrolo[2,3-c]pyridine-2-carboxamide CC1(CCC(CC1)NC(=O)C1=CC=2C(=CN=C(C2)C)N1)C